4-(2-ethoxy-1,1-difluoro-2-oxo-ethyl)-4-hydroxy-piperidine-1-carboxylic acid tert-butyl ester C(C)(C)(C)OC(=O)N1CCC(CC1)(O)C(C(=O)OCC)(F)F